5-fluoro-1-tosyl-3-(trifluoromethyl)indoline-6-sulfonamide FC=1C=C2C(CN(C2=CC1S(=O)(=O)N)S(=O)(=O)C1=CC=C(C)C=C1)C(F)(F)F